1-(3-(Bromomethyl)-4-fluoropyridin-2-yl)dihydropyrimidine-2,4(1H,3H)-dione BrCC=1C(=NC=CC1F)N1C(NC(CC1)=O)=O